N-(ethoxycarbonyl)-N-propylalanine ethyl ester C(C)OC([C@@H](N(CCC)C(=O)OCC)C)=O